ClC1=C2C(=CNC2=C(C=C1)N1CCC(CC1)NC(C1=C(C=C(C=C1)N1CCC(CC1)CN1CCC(CC1)N1C=CC2=CC(=CC=C12)N1C(NC(CC1)=O)=O)F)=O)C#N N-[1-(4-Chloro-3-cyano-1H-indol-7-yl)piperidin-4-yl]-4-[4-({4-[5-(2,4-dioxo-1,3-diazinan-1-yl)-1H-indol-1-yl]piperidin-1-yl}methyl)piperidin-1-yl]-2-fluorobenzamide